CC(C)=NCCN(CCN=C(C)C)CCN=C(C)C tris[2-(propan-2-ylideneamino)ethyl]amine